FC1=C(C=CC=C1Br)OB(O)O 2-fluoro-3-bromophenylboric acid